4-benzyloxy-6-phenyl-phthalazine-1-carbonitrile-6-d C(C1=CC=CC=C1)OC1=NN=C(C=2C=CC(CC12)([2H])C1=CC=CC=C1)C#N